NC1=C2N=CN(C2=NC=N1)[C@]1(OC(CC1)=C)CO (2R,3R,4S)-2-(6-amino-9H-purin-9-yl)-2-(hydroxymethyl)-5-methylenetetrahydrofuran